C(C)N1N=CC(=C1)C=1C=CC2=C(N=C(O2)C2=CC(=NC=C2)C(=O)O)C1 4-(5-(1-ethyl-1H-pyrazol-4-yl)benzo[d]oxazol-2-yl)picolinic acid